(S)-1'-(6-(pyrido[2,3-b]pyrazin-8-ylthio)-1H-imidazo[4,5-b]pyrazin-2-yl)-1,3-dihydrospiro[indene-2,4'-piperidin]-1-amine N1=C2C(=NC=C1)N=CC=C2SC2=CN=C1C(=N2)NC(=N1)N1CCC2(CC1)[C@@H](C1=CC=CC=C1C2)N